4-(1-((4-cyanophenyl)sulfonyl)cyclobutyl)-N-(pyridazin-4-yl)piperidine ethyl-2-(2-bromophenyl)-2,2-difluoroacetate C(C)OC(C(F)(F)C1=C(C=CC=C1)Br)=O.C(#N)C1=CC=C(C=C1)S(=O)(=O)C1(CCC1)C1CCN(CC1)C1=CN=NC=C1